(2S,3R)-3-((bis(benzyloxy)phosphoryl)oxy)pentan-2-yl (chloromethyl) carbonate C(O[C@@H](C)[C@@H](CC)OP(=O)(OCC1=CC=CC=C1)OCC1=CC=CC=C1)(OCCl)=O